trimethoxy(n-decyl)silane CO[Si](CCCCCCCCCC)(OC)OC